(R)-N-(3,3-difluoro-1-(oxetan-3-yl)piperidin-4-yl)-5-(1-(2,2-difluoroethyl)-4-fluoro-1H-benzo[d]imidazol-6-yl)-6-fluoro-4-(methoxy-d3)pyrrolo[2,1-f][1,2,4]triazin-2-amine FC1(CN(CC[C@H]1NC1=NN2C(C(=N1)OC([2H])([2H])[2H])=C(C(=C2)F)C=2C=C(C1=C(N(C=N1)CC(F)F)C2)F)C2COC2)F